L-valyl-(4R)-4-hydroxy-N-{(1R)-2-hydroxy-1-[4-(4-methyl-1,3-thiazol-5-yl)phenyl]ethyl}-L-2-azido-1,3-dimethylimidazolinium hexafluorophosphate F[P-](F)(F)(F)(F)F.N[C@@H](C(C)C)C(=O)[C@]1(N(C([N+](C1)(C)[C@@H](CO)C1=CC=C(C=C1)C1=C(N=CS1)C)N=[N+]=[N-])C)O